2-allyl-6-((1-methyl-1H-indazol-5-yl)amino)-1-(3-((1-methylpiperidin-4-yl)amino)phenyl)-1,2-dihydro-3H-pyrazolo[3,4-d]pyrimidin-3-one C(C=C)N1N(C2=NC(=NC=C2C1=O)NC=1C=C2C=NN(C2=CC1)C)C1=CC(=CC=C1)NC1CCN(CC1)C